N1C[C@H](CCC1)NC1=NC=C(C(=N1)C1=CNC=2C(NCC=CC21)=O)C(F)(F)F 3-(2-{[(3S)-piperidin-3-yl]amino}-5-(trifluoromethyl)pyrimidin-4-yl)-1H,6H,7H,8H-pyrrolo[2,3-c]azepin-8-one